(4-Fluoro-3,5-dimethylphenyl)hydrazine hydrochloride hydrate O.Cl.FC1=C(C=C(C=C1C)NN)C